NC=1C(=NC=C(N1)N1CCC2([C@@H]([C@@H](OC2)C)N)CC1)SC1=CC=NC2=C1OCC1N2C(N(C1)C)=O 4-((3-amino-5-((3S,4S)-4-amino-3-methyl-2-oxa-8-azaspiro[4.5]decan-8-yl)pyrazin-2-yl)thio)-8-methyl-6,6a,7,8-tetrahydro-9H-imidazo[1,5-d]pyrido[3,2-b][1,4]oxazin-9-one